2-(4-(((7-((1-acetylpiperidin-4-yl)methoxy)-5-fluoro-4-oxo-3,4-dihydroquinazolin-2-yl)methyl)thio)piperidin-1-yl)-N-(2-(2,6-dioxopiperidin-3-yl)-1,3-dioxoisoindolin-5-yl)acetamide C(C)(=O)N1CCC(CC1)COC1=CC(=C2C(NC(=NC2=C1)CSC1CCN(CC1)CC(=O)NC=1C=C2C(N(C(C2=CC1)=O)C1C(NC(CC1)=O)=O)=O)=O)F